BrC1=NC(=CC=C1)C(=C1CCN(CC1)CC(F)(F)F)F 2-bromo-6-(fluoro(1-(2,2,2-trifluoroethyl)piperidin-4-ylidene)methyl)pyridine